COC1=C(C=CC(=C1)[N+](=O)[O-])N=C=O 2-methoxy-4-nitrophenyl isocyanate